3H-[1,2,3]triazolo[4,5-c]pyridazine bishydrochloride Cl.Cl.N1=NNC=2N=NC=CC21